The molecule is an amino trisaccharide in which an N-acetyl-D-galactosamine and an L-fucose link beta(1->3) and alpha(1->2) respectively to beta-D-galactose. It has a role as an epitope. It is an amino trisaccharide and a galactosamine oligosaccharide. C[C@H]1[C@H]([C@H]([C@@H]([C@@H](O1)O[C@@H]2[C@H]([C@H]([C@H](O[C@H]2O)CO)O)O[C@H]3[C@@H]([C@H]([C@H]([C@H](O3)CO)O)O)NC(=O)C)O)O)O